C(C)(C)(C)OC(=O)NCCN1CC2=CC=C(C=C2C1)C(=O)N[C@@H](CC=1C(=C(C(=O)OC(C)(C)C)C=CC1)OC)B1OC2(C3C(C(CC2O1)C3)(C)C)C tert-butyl 3-((2R)-2-(2-(2-(tert-butoxycarbonylamino)ethyl)isoindoline-5-carboxamido)-2-(2,9,9-trimethyl-3,5-dioxa-4-bora-tricyclo[6.1.1.02,6]dec-4-yl)ethyl)-2-methoxybenzoate